[N+](=O)([O-])C1=C(C=CC(=C1)C1=NC2=C(C(O1)=O)C=CC=C2)C2=NC1=C(C(O2)=O)C=CC=C1 2,2'-(2-nitro-p-phenylene)bis(3,1-benzoxazin-4-one)